C1(CC1)C(C(C(=O)NC1=CC=C(C=C1)C=1C(=NNC1C)C)C1=NN=C(N1)C=1N(N=NC1)C)C1CC1 3,3-dicyclopropyl-N-[4-(3,5-dimethyl-1H-pyrazol-4-yl)phenyl]-2-[5-(3-methyltriazol-4-yl)-4H-1,2,4-triazol-3-yl]propanamide